N,N-divinyl-acrylamide C(=C)N(C(C=C)=O)C=C